COC1=NC(=CC(=N1)[C@](C)(C#CC=1C=NC=C(C1)[C@](C1=CC=C(C=C1)C(C)C)(O)C1(CN(C1)C)C)O)OC (S)-2-(2,6-Dimethoxy-pyrimidin-4-yl)-4-{5-[(R)-(1,3-dimethyl-azetidin-3-yl)-hydroxy-(4-isopropyl-phenyl)-methyl]-pyridin-3-yl}-but-3-yn-2-ol